O=C1CCN(CC1)C=1C=C(C=CC1)C1C(NC(CC1)=O)=O 3-(3-(4-oxopiperidin-1-yl)phenyl)piperidine-2,6-dione